3-(3-(4-((Pyrazin-2-yloxy)methyl)phenoxy)azetidin-1-yl)-2-(1H-pyrrol-1-yl)benzoic acid N1=C(C=NC=C1)OCC1=CC=C(OC2CN(C2)C=2C(=C(C(=O)O)C=CC2)N2C=CC=C2)C=C1